(R)-N-(8,9-difluoro-6-oxo-1,4,5,6-tetrahydro-2H-pyrano[3,4-c]isoquinolin-1-yl)-N-methyl-4H-furo[3,2-b]pyrrole-5-carboxamide FC=1C(=CC=2C3=C(NC(C2C1)=O)COC[C@@H]3N(C(=O)C3=CC1=C(N3)C=CO1)C)F